(S)-N-methyl-4-(3-(2-methyl-5-((3-(trifluoromethyl)phenyl)carbamoyl)phenyl)pyrrolidin-1-yl)pyridine CN1CC=C(C=C1)N1C[C@@H](CC1)C1=C(C=CC(=C1)C(NC1=CC(=CC=C1)C(F)(F)F)=O)C